6-[2-[[4-[5-(difluoromethyl)-1,3,4-oxadiazol-2-yl]-2,6-difluorophenyl]methyl]tetrazol-5-yl]-N-ethylquinolin-2-amine FC(C1=NN=C(O1)C1=CC(=C(C(=C1)F)CN1N=C(N=N1)C=1C=C2C=CC(=NC2=CC1)NCC)F)F